CC1=C(C=NC=2OCCN(C21)C(=O)OC(C)(C)C)N2CC=1N=C(N=CC1CC2)NC2=CC=C(C=C2)CC(=O)N2CC(C2)N2CCOCC2 tert-butyl 8-methyl-7-{2-[(4-{2-[3-(morpholin-4-yl)azetidin-1-yl]-2-oxoethyl}phenyl)amino]-5H,6H,7H,8H-pyrido[3,4-d]pyrimidin-7-yl}-1H,2H,3H-pyrido[2,3-b][1,4]oxazine-1-carboxylate